3-chloro-2-fluorobenzonitrile ClC=1C(=C(C#N)C=CC1)F